C1(CCCCC1)CN1CC(C1)NC1=CC(=C(C(=C1)F)[C@H]1N([C@@H](CC2=C3C(=CC=C12)NC=N3)C)CC(F)(F)F)F 1-(cyclohexylmethyl)-N-(3,5-difluoro-4-((6S,8R)-8-methyl-7-(2,2,2-trifluoroethyl)-6,7,8,9-tetrahydro-3H-imidazo[4,5-f]isoquinolin-6-yl)phenyl)azetidin-3-amine